2-[[4-chloro-3-(5-fluoro-2-pyridyl)pyrrolo[2,3-b]pyridin-1-yl]methoxy]ethyl-trimethyl-silane ClC1=C2C(=NC=C1)N(C=C2C2=NC=C(C=C2)F)COCC[Si](C)(C)C